2,5-dimethyl-4-((1-(4-cyanophenyl)-1H-pyrazol-3-yl)oxy)aniline CC1=C(N)C=C(C(=C1)OC1=NN(C=C1)C1=CC=C(C=C1)C#N)C